tert-butyl 6-methyl-4-(6-(2-methyl-2H-indazol-5-yl)benzo[d]thiazol-2-yl)-3,6-dihydropyridine-1(2H)-carboxylate CC1C=C(CCN1C(=O)OC(C)(C)C)C=1SC2=C(N1)C=CC(=C2)C2=CC1=CN(N=C1C=C2)C